2,5-anhydro-L-iditol C([C@H]1[C@@H](O)[C@H](O)[C@@H](O1)CO)O